2,4-bis(trichloromethyl)-6-Piperonyl-1,3,5-triazine ClC(C1=NC(=NC(=N1)C(Cl)(Cl)Cl)CC1=CC=2OCOC2C=C1)(Cl)Cl